(Z)-1-[(3,3-difluorocyclobutyl)methyl]-3-(1,1-difluoroethyl)-N-[2-(methylsulfanyl)pyridin-4-yl]-4-(trifluoromethyl)-1H-pyrazole-5-carbonimidoyl chloride FC1(CC(C1)CN1N=C(C(=C1/C(=N/C1=CC(=NC=C1)SC)/Cl)C(F)(F)F)C(C)(F)F)F